BrC1=C(C=C2C(=NC(=NC2=C1F)OCC1(CC1)CN(C)C)N1CC2CCC(C1)N2C(=O)OC(C)(C)C)Cl tert-butyl 3-[7-bromo-6-chloro-2-[[1-[(dimethylamino)methyl]cyclopropyl]methoxy]-8-fluoro-quinazolin-4-yl]-3,8-diazabicyclo[3.2.1]octane-8-carboxylate